FC(C=1C=CC(=NC1)OC1CN(CC12CC2)C=2C=1N(N=C(C2)C=2C(NC(NC2)=O)=O)C=CN1)(F)F 5-[8-[7-[[5-(trifluoromethyl)-2-pyridyl]oxy]-5-azaspiro[2.4]heptan-5-yl]imidazo[1,2-b]pyridazin-6-yl]-1H-pyrimidine-2,4-dione